ClC1=C(OC2=NC(=NC(=C2C(C(F)(F)F)(F)F)C2=C(C=CC=C2C)C)NS(=O)(=O)C=2C=NN(C2)C)C=CC=C1N1CCN(CC1)C N-[4-[2-chloro-3-(4-methylpiperazin-1-yl)phenoxy]-6-(2,6-dimethylphenyl)-5-(1,1,2,2,2-pentafluoroethyl)pyrimidin-2-yl]-1-methyl-pyrazole-4-sulfonamide